5-[4-(trifluoromethoxy)phenyl]-1H-imidazol FC(OC1=CC=C(C=C1)C1=CN=CN1)(F)F